C(C)(C)(C)OC(=O)N1[C@H]2CC(C[C@@H]1CC2)[C@@H]2[C@@H](CN(CC2)C2=NC=C(C=N2)Cl)OCC (1R,3s,5S)-3-((3S,4R)-1-(5-chloropyrimidin-2-yl)-3-ethoxypiperidin-4-yl)-8-azabicyclo[3.2.1]octane-8-carboxylic acid tert-butyl ester